(-)-(S)-9-fluoro-2,3-dihydro-3-methyl-10-(4-methyl-1-piperazinyl)-7-oxo-7H-pyrido[1,2,3-de]-1,4-benzoxazine-6-carboxylic acid lactate hemihydrate O.C(C(O)C)(=O)O.FC=1C(=C2C=3N([C@H](CO2)C)C=C(C(C3C1)=O)C(=O)O)N1CCN(CC1)C.FC=1C(=C3C=2N([C@H](CO3)C)C=C(C(C2C1)=O)C(=O)O)N1CCN(CC1)C.C(C(O)C)(=O)O